(3Z)-1-chloro-18,18-dimethoxy-3-octadecene ClCC\C=C/CCCCCCCCCCCCCC(OC)OC